1-((1R,4R)-5-(4-((3-chloro-2-fluorophenyl)amino)pyrido[3,2-d]pyrimidin-6-yl)-2,5-diazabicyclo[2.2.1]heptan-2-yl)prop-2-en-1-one ClC=1C(=C(C=CC1)NC=1C2=C(N=CN1)C=CC(=N2)N2[C@H]1CN([C@@H](C2)C1)C(C=C)=O)F